OC1=C(C=O)C=C(C=C1OC)[N+](=O)[O-] hydroxy-3-methoxy-5-nitrobenzaldehyde